(1S,4r)-4-((S)-2-(4-Acetamido-3-fluorobenzyl)-6-(methoxycarbonyl)-7-methyl-6,7,8,9-tetrahydro-3H-imidazo[4,5-f]chinolin-3-yl)cyclohexan C(C)(=O)NC1=C(C=C(CC=2N(C=3C(=C4CC[C@@H](N(C4=CC3)C(=O)OC)C)N2)C2CCCCC2)C=C1)F